C(C)(C)(C)OC(N(CC1(CC1)OCCO)C)=O methyl-((1-(2-hydroxyethoxy)cyclopropyl)methyl)carbamic acid tert-butyl ester